2-chloro-5-{[(3,3-dimethylbutyryl)amino]methyl}-N-[1-(1,3-thiazol-2-yl)-1H-indazol-4-yl]benzamide ClC1=C(C(=O)NC2=C3C=NN(C3=CC=C2)C=2SC=CN2)C=C(C=C1)CNC(CC(C)(C)C)=O